C(C)NC1CCN(CC1)C=1C2=CN(N=C2C(=CC1)C(=O)NC=1N=C2N(C=C(N=C2C)CF)C1)C 4-[4-(ethylamino)-1-piperidyl]-N-[6-(fluoromethyl)-8-methyl-imidazo[1,2-a]pyrazin-2-yl]-2-methyl-indazole-7-carboxamide